6-carbamoyl-5-chloro-1-(4-fluorophenyl)-2-oxo-1,2-dihydropyridine-3-carboxylic acid C(N)(=O)C1=C(C=C(C(N1C1=CC=C(C=C1)F)=O)C(=O)O)Cl